N'-({[tris(prop-2-yl)silyl]Oxy}acetyl)pyridine-2-carbohydrazide Methyl-(R)-2-amino-3-(6-fluoro-7-methylthieno[3,2-b]pyridine-2-carboxamido)propanoate COC([C@@H](CNC(=O)C1=CC2=NC=C(C(=C2S1)C)F)N)=O.CC(C)[Si](OCC(=O)NNC(=O)C1=NC=CC=C1)(C(C)C)C(C)C